C(C)N(C1=C(C(=NN1C)C)C1=C(C=C(C=C1)F)Cl)C1=C(C=C(C=C1[N+](=O)[O-])C)F ethyl-4-(2-chloro-4-fluorophenyl)-N-(2-fluoro-4-methyl-6-nitrophenyl)-1,3-dimethyl-1H-pyrazol-5-amine